N-((1-(7-BROMO-6-FLUOROQUINAZOLIN-4-YL)PIPERIDIN-2-YL)METHYL)METHANE-SULFONAMIDE BrC1=C(C=C2C(=NC=NC2=C1)N1C(CCCC1)CNS(=O)(=O)C)F